(1R,3S)-3-(5-cyano-4-phenyl-1,3-thiazolylcarbamoyl)cyclopentanecarboxylic acid C(#N)C1=C(N=C(S1)NC(=O)[C@@H]1C[C@@H](CC1)C(=O)O)C1=CC=CC=C1